4-(azetidin-1-ylmethyl)-2-chloropyridine N1(CCC1)CC1=CC(=NC=C1)Cl